8-(2,5-dihydrofuran-3-yl)-6-(trifluoromethyl)imidazo[1,2-a]pyridine-2-carboxylic acid O1CC(=CC1)C=1C=2N(C=C(C1)C(F)(F)F)C=C(N2)C(=O)O